methyl 3-amino-5-((2-chloro-4-((5-cyclopropyl-3-(2,6-dichlorophenyl) isoxazol-4-yl) methoxy) phenyl) ethynyl)-2-methylbenzoate NC=1C(=C(C(=O)OC)C=C(C1)C#CC1=C(C=C(C=C1)OCC=1C(=NOC1C1CC1)C1=C(C=CC=C1Cl)Cl)Cl)C